2,6-dichloro-8-cyclopentylpyrido[2,3-d]pyrimidin-7(8H)-one ClC=1N=CC2=C(N1)N(C(C(=C2)Cl)=O)C2CCCC2